C(C)(C)(C)OCC1NC(N(C1=O)C1CC2(CC(C2)OC2=NC=CC=C2C(=O)N)C1)=O 2-{[(αR)-6-(4-tert-butoxymethyl-2,5-dioxoimidazolidin-1-yl)spiro[3.3]heptan-2-yl]oxy}pyridine-3-carboxamide